tetramethyl-hexamethylenediamine hydrobromide Br.CN(CCCCCCN(C)C)C